FC=1C=2N(C=C(C1)C1=CC=3N=CN(C(C3S1)=O)C1CCNCC1)C=C(N2)C 6-(8-fluoro-2-methylimidazo[1,2-a]pyridin-6-yl)-3-(piperidin-4-yl)thieno[3,2-d]pyrimidin-4(3H)-one